9,10,14-trihydroxyhexadecenoic acid OC(CCCCCC=CC(=O)O)C(CCCC(CC)O)O